zirconium propylamine C(CC)N.[Zr]